C(C)(C)(C)OC(=O)N1CC(C1)(C1=NC(=CC=C1)F)F 3-fluoro-3-(6-fluoropyridin-2-yl)azetidine-1-carboxylic acid tert-butyl ester